8-((2S,6S)-2,6-dimethylmorpholinyl)-N-((1S,2S)-2-hydroxycyclopentyl)-N-(2-hydroxyethyl)-6-(N-(3-methyloxetan-3-yl)sulfamoyl)imidazo[1,5-a]pyridine-3-carboxamide C[C@H]1CN(C[C@@H](O1)C)C=1C=2N(C=C(C1)S(NC1(COC1)C)(=O)=O)C(=NC2)C(=O)N(CCO)[C@@H]2[C@H](CCC2)O